C(C1=CC=CC=C1)OC(=O)N1CCC(CC1)CN1C[C@H](N(CC1)C(=O)OC(C)(C)C)C tert-butyl (R)-4-((1-((benzyloxy)carbonyl)piperidin-4-yl)methyl)-2-methylpiperazine-1-carboxylate